BrC1=CC=CC=2C3=CC=CC=C3C3(C12)C=1C=CC=CC1OC=1C2=C(C=CC13)C=CC=C2 bromospiro(benzo[c]xanthene-7,9'-fluorene)